rac-(1S*,2S*)-2-(4-chloropyridin-2-yl)-N-(6-(((5-cyclopropyl-7-(3-methyl-2,4-dioxoimidazolidin-1-yl)pyrazolo[1,5-a]pyridin-2-yl)methyl)amino)pyrimidin-4-yl)cyclopropane-1-carboxamide ClC1=CC(=NC=C1)[C@@H]1[C@H](C1)C(=O)NC1=NC=NC(=C1)NCC1=NN2C(C=C(C=C2N2C(N(C(C2)=O)C)=O)C2CC2)=C1 |r|